FC1=CN(C=2N=NC(=CC21)C2=C(C=C(C=C2C)C(F)(F)F)OCOC)C2CC(C2)(C)OCC2=CC=C(C=C2)OC 5-Fluoro-7-{(1s,3s)-3-[(4-methoxybenzyl)oxy]-3-methylcyclobutyl}-3-[2-(methoxymethoxy)-6-methyl-4-(trifluoromethyl)phenyl]-7H-pyrrolo[2,3-c]pyridazine